4-[5-(4-tert-butylphenyl)-2,3-dihydro-1H-indol-1-yl]quinazoline C(C)(C)(C)C1=CC=C(C=C1)C=1C=C2CCN(C2=CC1)C1=NC=NC2=CC=CC=C12